N-((4-chloro-5-((trimethylsilyl)ethynyl)pyridin-2-yl)methyl)cyclopropylamine ClC1=CC(=NC=C1C#C[Si](C)(C)C)CNC1CC1